tris(3,5-bis(trifluoromethyl)phenyl)phosphine FC(C=1C=C(C=C(C1)C(F)(F)F)P(C1=CC(=CC(=C1)C(F)(F)F)C(F)(F)F)C1=CC(=CC(=C1)C(F)(F)F)C(F)(F)F)(F)F